[Si](C1=CC=CC=C1)(C1=CC=CC=C1)(C(C)(C)C)OC1CNCC1 3-((tert-butyldiphenylsilyl)oxy)pyrrolidine